2-[(16R)-19-amino-3-cyano-13-fluoro-8,16-dimethyl-9-oxo-17-oxa-4,5,8,20-tetraazatetracyclo[16.3.1.02,6.010,15]docosa-1(22),2,5,10(15),11,13,18,20-octaen-4-yl]acetic acid NC1=C2O[C@@H](C=3C=C(C=CC3C(N(CC3=NN(C(=C3C(C=N1)=C2)C#N)CC(=O)O)C)=O)F)C